4-amino-N-methyl-N-(2-(trifluoromethyl)-6,7-dihydro-5H-cyclopenta[b]pyridin-5-yl)-[1,2,4]triazolo[4,3-a]quinoxaline-8-carboxamide NC=1C=2N(C3=CC(=CC=C3N1)C(=O)N(C1CCC3=NC(=CC=C31)C(F)(F)F)C)C=NN2